ClC=1C(=NC(=NC1)NC1=CC(=NO1)C)C1=CC=C2CN(C(C2=C1)=O)[C@@H](C(=O)N[C@H](CO)C1=CC(=CC(=C1)OC)F)C (2R)-2-(6-{5-chloro-2-[(3-methyl-1,2-oxazol-5-yl)amino]pyrimidin-4-yl}-1-oxo-2,3-dihydro-1H-isoindol-2-yl)-N-[(1S)-1-(3-fluoro-5-methoxyphenyl)-2-hydroxyethyl]propanamide